ClC1=NC=C(C=N1)OC1=CN=C(S1)N 5-((2-chloropyrimidin-5-yl)oxy)thiazol-2-amine